F[C@H]1[C@]2(CC[C@@](C[C@@H]1SC=1N=CC(=NC1)C1=C(C=C(C=C1)N1C=NC=C1)O)(N2)C)C 2-(5-(((1r,2s,3s,5s)-2-fluoro-1,5-dimethyl-8-azabicyclo[3.2.1]oct-3-yl)thio)pyrazin-2-yl)-5-(1H-imidazol-1-yl)phenol